FC1=C(C=C(C=C1)NC(C=C)=O)NC1=NC(=NC=C1C1=C(C=CC=C1)OC)NC=1C=NN(C1)C N-(4-fluoro-3-((5-(2-methoxyphenyl)-2-((1-methyl-1H-pyrazol-4-yl)amino)pyrimidin-4-yl)amino)phenyl)acrylamide